8-methylene-N-(2,3,4-tri-fluorobenzyl)-5,6,7,8-tetrahydroquinoline-5-carboxamide C=C1CCC(C=2C=CC=NC12)C(=O)NCC1=C(C(=C(C=C1)F)F)F